sucrose Dilaurate CCCCCCCCCCCC(=O)O[C@@H]1[C@H]([C@@H]([C@H](O[C@]1([C@@]2([C@H]([C@@H]([C@H](O2)CO)O)O)CO)OC(=O)CCCCCCCCCCC)CO)O)O